tert-butyl (1R,5S)-3-((R or S)-2,6-dichloro-8-fluoro-7-(7-Fluoro-3-(methoxymethoxy)naphthalen-1-yl)quinazolin-4-yl)-3,8-diazabicyclo[3.2.1]octane-8-carboxylate ClC1=NC2=C(C(=C(C=C2C(=N1)N1C[C@H]2CC[C@@H](C1)N2C(=O)OC(C)(C)C)Cl)C2=CC(=CC1=CC=C(C=C21)F)OCOC)F